((1S)-2,2-difluoro-1-(((tetrahydro-2H-pyran-2-yl)oxy)methyl)cyclopropyl)methanol FC1([C@](C1)(COC1OCCCC1)CO)F